[Fe].[Ni].[Cr] chromium-nickel iron